C(C)(C)(C)OC(=O)N1CCN(CC1)C1=C(C=CC(=C1)[N+](=O)[O-])F 4-(2-Fluoro-5-nitrophenyl)piperazine-1-carboxylic acid tert-butyl ester